di-(2-ethylhexyl) adipate C(CCCCC(=O)OCC(CCCC)CC)(=O)OCC(CCCC)CC